tert-butyl (4-methylthiazol-5-yl)carbamate CC=1N=CSC1NC(OC(C)(C)C)=O